ClC1=C(C=C(C(=C1)F)C1=C(C(=C(C(=C1F)F)F)F)F)N(S(=O)(=O)C)S(=O)(=O)C N-(4-chloro-2',3',4',5',6,6'-hexafluoro-[1,1'-biphenyl]-3-yl)-N-(methylsulfonyl)methanesulfonamide